C(C)(C)(C)OC(CCNC1=C2C(N(C(C2=CC=C1)=O)C1C(NC(CC1)=O)=O)=O)=O.N1CC(C1)OC1=CC=NC=C1 4-(azetidin-3-yloxy)pyridine tert-butyl-3-[[2-(2,6-dioxo-3-piperidyl)-1,3-dioxo-isoindolin-4-yl]amino]propanoate